FCC(CN(CC[C@@H](C(=O)O)NC1=NC=NC2=CC=CC=C12)CCCCC1=NC=2NCCCC2C=C1)O (2S)-4-((3-fluoro-2-hydroxypropyl)(4-(5,6,7,8-tetrahydro-1,8-naphthyridin-2-yl)butyl)amino)-2-(quinazolin-4-ylamino)butyric acid